(2-di-tert-butylphosphino-2',4',6'-triisopropyl-1,1'-biphenyl) gold chloride [Au](Cl)(Cl)Cl.C(C)(C)(C)P(C1=C(C=CC=C1)C1=C(C=C(C=C1C(C)C)C(C)C)C(C)C)C(C)(C)C